(7R,13R)-7,13-dimethyl-8,14-dioxa-10,19,20,23-tetraazatetracyclo[13.5.2.12,6.018,21]tricosa-1(20),2,4,6(23),15,17,21-heptaen-9-one C[C@@H]1C=2C=CC=C(C3=NNC4=CC=C(O[C@@H](CCNC(O1)=O)C)C=C34)N2